C(CCC)C1OCCO1 2-butyl-1,3-dioxolane